ClC1=C(C=NN1C1=CC=NC=C1)NC(CCC1=CC(=CC=C1)Cl)=O N-[5-chloro-1-(pyridin-4-yl)-1H-pyrazol-4-yl]-3-(3-chlorophenyl)propanamide